1-trifluoroacetylhydrazine FC(C(=O)NN)(F)F